Tris(4-tert-butylphenyl)sulfonium bromide [Br-].C(C)(C)(C)C1=CC=C(C=C1)[S+](C1=CC=C(C=C1)C(C)(C)C)C1=CC=C(C=C1)C(C)(C)C